5-amino-6-(2-fluoro-6-methoxyphenyl)pyrazine-2-carboxylic acid NC=1N=CC(=NC1C1=C(C=CC=C1OC)F)C(=O)O